2-({[3-(8-{[(3S,4R)-3-fluoro-1-methylpiperidin-4-yl]amino}-3-[(trifluoromethyl)sulfanyl]indolizin-2-yl)-1,2,4-oxadiazol-5-yl]methyl}amino)pyrimidine-5-carboxylic acid F[C@H]1CN(CC[C@H]1NC1=CC=CN2C(=C(C=C12)C1=NOC(=N1)CNC1=NC=C(C=N1)C(=O)O)SC(F)(F)F)C